methyl-1H-pyrrolo[2,3-b]pyridine CN1C=CC=2C1=NC=CC2